fluorovaline FN[C@@H](C(C)C)C(=O)O